ethylbenzene-1-sulfonyl cyanide C(C)C1=C(C=CC=C1)S(=O)(=O)C#N